1,1,1,3,3,7,7,9,9,9-Decamethyl-5,5-diphenyl-pentasiloxan C[Si](O[Si](O[Si](O[Si](O[Si](C)(C)C)(C)C)(C1=CC=CC=C1)C1=CC=CC=C1)(C)C)(C)C